(3R)-3-(4-Chlorophenyl)-2-[(4-chlorophenyl)methyl]-6-(2-hydroxypropan-2-yl)-3-[(3-methyloxetan-3-yl)methoxy]-2,3-dihydro-1H-isoindol-1-on ClC1=CC=C(C=C1)[C@@]1(N(C(C2=CC(=CC=C12)C(C)(C)O)=O)CC1=CC=C(C=C1)Cl)OCC1(COC1)C